1-bromo-5-chloronaphthalene-2-carbaldehyde BrC1=C(C=CC2=C(C=CC=C12)Cl)C=O